N-(2-fluoro-5-((4-(trifluoromethyl)cyclohexyl)oxy)phenyl)-1-methyl-5-oxopyrrolidine-2-carboxamide FC1=C(C=C(C=C1)OC1CCC(CC1)C(F)(F)F)NC(=O)C1N(C(CC1)=O)C